tert-butyl 4-(3-(2,4-dioxotetrahydropyrimidin-1(2H)-yl)phenyl)piperidine-1-carboxylate O=C1N(CCC(N1)=O)C=1C=C(C=CC1)C1CCN(CC1)C(=O)OC(C)(C)C